n-butyl (1,2-dimethyl-2-cyclopentenyl)acetate CC1(C(=CCC1)C)CC(=O)OCCCC